(7-(5-aminopyridin-3-yl)pyrazolo[1,5-a]pyridin-3-yl)(piperidin-1-yl)methanone NC=1C=C(C=NC1)C1=CC=CC=2N1N=CC2C(=O)N2CCCCC2